ClC1=NC(=CC=C1C=O)C 2-CHLORO-3-FORMYL-6-PICOLINE